ClC1=CC=C(C(=O)N2C(C3=C(C=C(C=C3C2(O)C2=CC=C(C=C2)Cl)C)C)=O)C=C1 2-(4-chlorobenzoyl)-3-(4-chlorophenyl)-3-hydroxy-5,7-dimethyl-isoindoline-1-one